benzenetetra-amine C=1(C(=C(C(=CC1)N)N)N)N